2H-Oxete O1CC=C1